(2R,4S,5R,6R)-2-((6-aminohexyl)oxy)-6-((1R,2R)-3-(2-(4-chlorophenyl)acetamido)-1,2-dihydroxypropyl)-4-hydroxy-5-(2-hydroxyacetamido)tetrahydro-2H-pyran-2-carboxylic acid NCCCCCCO[C@]1(O[C@H]([C@@H]([C@H](C1)O)NC(CO)=O)[C@@H]([C@@H](CNC(CC1=CC=C(C=C1)Cl)=O)O)O)C(=O)O